COC1=CC=2CCCCC2C=C1 5,6,7,8-tetrahydro-2-methoxynaphthalene